5-(cyclopentanecarbonyl)furan-2-carbaldehyde C1(CCCC1)C(=O)C1=CC=C(O1)C=O